C(C)(=O)OC(C)C1(CCC1)C1=NC(=C2C=NC(=NN21)S(=O)C)Cl 1-(1-(5-chloro-2-(methylsulfinyl)imidazo[5,1-f][1,2,4]triazin-7-yl)cyclobutyl)ethyl acetate